C1=CC=C(C(=C1)N)N O-Phenylenediamine